(1-methylallyloxy)-3-(propargyloxy)-2-propanol difluorophosphite P(F)(F)OC(COC(C=C)C)COCC#C